2-(((Benzyloxy)carbonyl)amino)-2-(1-methyl-1H-pyrazol-4-yl)acetic acid C(C1=CC=CC=C1)OC(=O)NC(C(=O)O)C=1C=NN(C1)C